5-cyclopropylsulfanyl-4-oxo-1-[4-(trifluoromethoxy)phenyl]cinnoline-3-carboxylic acid ethyl ester C(C)OC(=O)C1=NN(C2=CC=CC(=C2C1=O)SC1CC1)C1=CC=C(C=C1)OC(F)(F)F